4-((4-(4-(2-(2-aminopyridin-3-yl)-5-phenyl-3H-imidazo[4,5-b]pyridin-3-yl)phenyl)piperidin-1-yl)methyl)cyclohexane-1-carboxylic acid NC1=NC=CC=C1C1=NC=2C(=NC(=CC2)C2=CC=CC=C2)N1C1=CC=C(C=C1)C1CCN(CC1)CC1CCC(CC1)C(=O)O